S1C(=CC=C1)CCN1C=NNC1=O 4-[2-(2-thienyl)ethyl]-1H-1,2,4-triazol-5-one